COC=1C=C2C(=CC=NC2=CC1OC)OC1=CC=C(C=C1)NC(=O)C1(CC1)C(=O)NC1=CC=C(C=C1)F N-(4-(6,7-dimethoxyquinolin-4-yloxy)phenyl)-N'-(4-Fluorophenyl)cyclopropane-1,1-dicarboxamide